C[C@@H]1CN(CCC1)CC=1C=2N(N=C(C1)C(=O)NC1=CC(=CC=C1)C1(CC(C1)CC#N)C1=NN=CN1C)C=CC2 4-{[(3S)-3-methylpiperidin-1-yl]methyl}-N-{3-[(1s,3s)-3-(cyanomethyl)-1-(4-methyl-1,2,4-triazol-3-yl)cyclobutyl]phenyl}pyrrolo[1,2-b]pyridazine-2-carboxamide